FC=1C=C2NC=CC2=C2CCC(NCC(CCCC(C3=CN=C(C=4C(=CC=C(OC12)C4)F)N3)(C)C=3C=C(C=CC3)CCC(=O)O)=O)=O 3-[3-(23,29-Difluoro-6-methyl-10,13-dioxo-25-oxa-3,12,20,31-tetrazapentacyclo[24.3.1.12,5.016,24.017,21]hentriaconta-1(30),2,4,16,18,21,23,26,28-nonaen-6-yl)phenyl]propanoic acid